C1NCCC12CCN(CC2)C(=O)C=2C1=C(N(N2)CC(=O)N2CCN(CC2)C2=C(C(=CC=C2)C)C)CCC1 2-[3-(2,8-Diazaspiro[4.5]decan-8-carbonyl)-5,6-dihydrocyclopenta[c]pyrazol-1(4H)-yl]-1-[4-(2,3-dimethylphenyl)piperazin-1-yl]ethan-1-on